4-bromo-[1,1':4',1''-terphenyl]-2,5-dicarboxaldehyde BrC=1C=C(C(=CC1C=O)C1=CC=C(C=C1)C1=CC=CC=C1)C=O